2-(azetidin-3-yl)propanol N1CC(C1)C(CO)C